C(OC1(C(C(/C(=C(/C2=CC=C(OC(=O)NCCNC(C(C(C)C)NC(OC(C)(C)C)=O)=O)C=C2)\[2H])/[2H])(C=C(C1)OC([2H])([2H])[2H])[2H])([2H])[2H])[2H])([2H])([2H])[2H] Tert-butyl (E)-(1-((2-(((4-(3,5-bis(methoxy-d3)styryl-d6)phenoxy)carbonyl) amino)ethyl)amino)-3-methyl-1-oxobutan-2-yl)carbamate